ClC=1C=CC2=C(N=C(O2)C23CC(C2)(C3)NC(=O)C=3OC(=CC3)S(=O)(=O)CC3COC3)C1 N-[3-(5-chloro-1,3-benzoxazol-2-yl)-1-bicyclo[1.1.1]pentanyl]-5-(oxetan-3-ylmethyl-sulfonyl)furan-2-carboxamide